3-amino-2-phenylpropionic acid NCC(C(=O)O)C1=CC=CC=C1